lithium difluorooxalate phosphoimide P(=O)(=O)N=C(C(=O)F)F.[Li]